[Cu].N1=C(C=CC=C1)N pyridine-amine copper